CC1(C(=CC(C1)=O)C1=NC2=C(N1)C=C(C=C2)C)CCC 4-methyl-3-(6-methyl-1H-benzo[d]imidazol-2-yl)-4-propylcyclopent-2-en-1-one